N1=C(C=CC=C1)/C=C/C1=CC=C(C=C1)\C=C\C1=NC=CC=C1 1,4-bis((E)-2-(pyridine-2-yl)vinyl)benzene